O,O-diethyl O-(2-isopropyl-6-methyl-4-pyrimidinyl) phosphorothioate P(OCC)(OCC)(OC1=NC(=NC(=C1)C)C(C)C)=S